(dibenzothiophenylphenyl)(dibenzofuranylphenyl)(phenyl)(spirobifluorenyl)amine C1(=CC=CC=2SC3=C(C21)C=CC=C3)C3=C(C=CC=C3)C3=C(C2(C1=CC4=CC=CC=C4C1=C3)C=CC=C3C1=CC=CC=C1C=C32)N(C3=CC=CC=C3)C3=C(C=CC=C3)C3=CC=CC=2OC1=C(C23)C=CC=C1